S1C=CC2=C1C(OC2=O)=O thieno[2,3-c]furan-4,6-dione